(±)-(4aR,13bS)-4,10-dimethyl-1,2,3,4,4a,5,6,13b-octahydro-8H-[1,6]naphthyridino[5,6-b]quinazolin-8-one CN1CCC[C@H]2[C@H]1CCN1C2=NC2=CC=C(C=C2C1=O)C |r|